tetrapentyl pyromellitate C(C=1C(C(=O)OCCCCC)=CC(C(=O)OCCCCC)=C(C(=O)OCCCCC)C1)(=O)OCCCCC